C(C)OC(C)CCl 2-ethoxy-3-chloropropane